benzyl 2-(bis(tert-butoxycarbonyl) amino)-4-hydroxyvalerate C(C)(C)(C)OC(=O)N(C(C(=O)OCC1=CC=CC=C1)CC(C)O)C(=O)OC(C)(C)C